CO[Si](CCCCCCCC[SiH2]C(NCCC[Si](OCC)(OCC)OCC)NCCC[Si](OCC)(OCC)OCC)(OC)OC 1-trimethoxysilyl-8-bis(triethoxysilylpropylamino)methylsilyl-octane